4-amino-3,5-divinylpyridine NC1=C(C=NC=C1C=C)C=C